COC(CNCC1=C(C=CC(=C1)C=1OC(=NN1)C=1C(=C(C=CC1)C1=CC=CC=C1)C)Cl)=O (2-chloro-5-(5-(2-methyl-[1,1'-biphenyl]-3-yl)-1,3,4-oxadiazol-2-yl)benzyl)glycine methyl ester